(R)-4-propyl-2-pyrrolidone C(CC)[C@@H]1CC(NC1)=O